BrC1=CC=CC=2C3=C(CN(C12)C)C(NN3C)=O 6-bromo-1,5-dimethyl-4,5-dihydro-1H-pyrazolo[4,3-c]Quinolone